4,5-dichloro-N6-indan-4-yl-1H-pyrazolo[3,4-b]pyridine-3,6-diamine ClC1=C2C(=NC(=C1Cl)NC1=C3CCCC3=CC=C1)NN=C2N